2-(2-fluorophenyl)-2-methyl-4-hydroxy-5-amino-3(2H)-furanone FC1=C(C=CC=C1)C1(OC(=C(C1=O)O)N)C